((1S,4S)-2-oxa-5-azabicyclo[2.2.2]oct-5-yl)(6-(7-methyl-5H-pyrrolo[2,3-b]pyrazin-2-yl)-8-((R)-morpholin-3-yl)-3,4-dihydroisoquinolin-2(1H)-yl)methanone [C@@H]12OC[C@@H](N(C1)C(=O)N1CC3=C(C=C(C=C3CC1)C=1N=C3C(=NC1)NC=C3C)[C@H]3NCCOC3)CC2